NC=1C=C(C=CC1)C#CCN1C(N(C(C=2N(C(=NC12)S(=O)(=O)CC1CC1)C)=O)C)=O 3-(3-(3-aminophenyl)prop-2-yn-1-yl)-8-((cyclopropylmethyl)sulfonyl)-1,7-dimethyl-3,7-dihydro-1H-purine-2,6-dione